ClC=1C=C(C=CC1F)NC1=NC=NC2=CC(=C(C=C12)OCCN1CC(OC(C1)=O)(C)C)OC 4-[(3-chloro-4-fluorophenyl)amino]-6-[2-(2,2-dimethyl-6-oxo-morpholin-4-yl)-ethoxy]-7-methoxy-quinazoline